4-amino-5-chloro-1H-pyrimidin-2-one NC1=NC(NC=C1Cl)=O